2-(3,3-difluoropyrrolidin-1-yl)-4-iodo-pyridine-3-carbaldehyde FC1(CN(CC1)C1=NC=CC(=C1C=O)I)F